ClC=1C=C2C=C(NC2=CC1C1=NC=C(N=C1)OC)CNC(=O)[C@H]1[C@@H](C1)C#N Trans-N-{[5-chloro-6-(5-methoxy-2-pyrazinyl)-2-indolyl]methyl}(1R,2R)-2-cyanocyclopropanecarboxamide